C(C1CCCO1)CC1CCCO1 bi-tetrahydrofurfuryl